NC1=CC(C(NC1=NC=1C(=NN2C1C=CC(=C2C)C)OC)=NC=2C(=NN1C2C=CC(=C1C)C)OC)=N N,N'-(5-Amino-3-iminopyridin-2,6(1H,3H)-diyliden)bis(2-methoxy-6,7-dimethylpyrazolo[1,5-a]pyridin-3-amin)